fluorodeoxyadenosine C1[C@@H]([C@H](O[C@]1(N2C=NC3=C(N=CN=C32)N)F)CO)O